[6-(azepane-1-carbonyl)-3-(6-fluoro-imidazo[1,2-a]pyridin-3-yl)-pyrazolo[4,3-c]pyridin-1-yl]-acetonitrile N1(CCCCCC1)C(=O)C1=CC2=C(C=N1)C(=NN2CC#N)C2=CN=C1N2C=C(C=C1)F